(2-(6-chloropyridin-2-yl)thiazol-4-yl)-3-hydroxy-1-methylpyrrolidin-2-one ClC1=CC=CC(=N1)C=1SC=C(N1)C1(C(N(CC1)C)=O)O